C1(CC1)C1=CC(=C(N(C(=O)N2[C@H](CCC2)C(=O)OC)C(C(=O)O)C=2C=NC=CC2C(F)(F)F)C=C1)F 2-(4-cyclopropyl-2-fluoro-N-[(2R)-2-methoxycarbonylpyrrolidine-1-carbonyl]anilino)-2-[4-(trifluoromethyl)-3-pyridyl]acetic acid